FC1=CC(=C(C=C1C=1C=NC(=CC1)O)NC(=O)C1=CNC(C=C1C(F)(F)F)=O)N1C[C@H](N([C@H](C1)C)C)C |r| N-[4-fluoro-5-(6-hydroxypyridin-3-yl)-2-[rac-(3R,5S)-3,4,5-trimethylpiperazin-1-yl]phenyl]-6-oxo-4-(trifluoromethyl)-1H-pyridine-3-carboxamide